F\C(\CO)=C/C=1N=NN(C1F)CC1=CC=C(C=C1)OC (Z)-2-fluoro-3-(5-fluoro-1-(4-methoxybenzyl)-1H-1,2,3-triazol-4-yl)prop-2-en-1-ol